stigmasta-7,24(28)-diene CC=C(CC[C@@H](C)[C@H]1CC[C@H]2C3=CCC4CCCC[C@]4(C)[C@H]3CC[C@]12C)C(C)C